C1(CC1)C1=NC=NC(=C1C=1N=CC2=C(N1)N(C(C=C2C)=O)CC2=CC=C(C=C2)N2N=C(C=C2C)C(F)(F)F)OC 2-(4-cyclopropyl-6-methoxypyrimidin-5-yl)-5-methyl-8-(4-(5-methyl-3-(trifluoromethyl)-1H-pyrazol-1-yl)benzyl)pyrido[2,3-d]pyrimidin-7(8H)-one